C1CCCC1 trans-Cyclopentan